C(C1=CC=CC=C1)OC1=C(OC=C(C1=O)C(NCC1=C(C=C(C=C1F)F)F)=O)C(=O)OC methyl 3-(benzyloxy)-4-oxo-5-((2,4,6-trifluorobenzyl)carbamoyl)-4H-pyran-2-carboxylate